2,5-dimethyl-2,5-di(tertiary butyl-peroxy)-3-hexyne CC(C)(C#CC(C)(OOC(C)(C)C)C)OOC(C)(C)C